3-[4-[(2R)-2-[tert-butyl(dimethyl)silyl]oxypropoxy]-1-oxo-isoindolin-2-yl]piperidin [Si](C)(C)(C(C)(C)C)O[C@@H](COC1=C2CN(C(C2=CC=C1)=O)C1CNCCC1)C